cerium tert-butoxide sodium tert-butoxide CC(C)(C)[O-].[Na+].CC(C)(C)[O-].[Ce+3]